Cl.BrC=1C=NC(=NC1)CN 1-(5-bromopyrimidin-2-yl)methylamine hydrochloride